C(C1=CC=CC=C1)C(C\C=C\CCC(C)C)(NC(=O)OC(C)(C)C)OC(C)=O acetic acid (2S)-benzyl-(5S)-tert-butoxycarbonylamino-7-methyloct-(3E)-enyl ester